3,3'-(1H-imidazole-2,5-diyl)bis(prop-2-yn-1-amine) N1C(=NC=C1C#CCN)C#CCN